COC(C(C=C(SC)SC)=O)OC 1,1-dimethoxy-4,4-bis(methylsulfanyl)but-3-en-2-one